BrC=1C=C(C=CC1F)SC(F)F (3-bromo-4-fluorophenyl)(difluoromethyl)sulfane